N=C1C(=CC=2C(=NC=C(C2O1)C)CO)C(=O)N 2-imino-5-hydroxymethyl-8-methyl-2H-pyrano[3,2-c]pyridine-3-formamide